(S)-N-(3-(5-((1-acryloylpyrrolidin-2-yl)methoxy)-6-aminopyrimidin-4-yl)-5-fluoro-2-methylphenyl)-7-fluoro-3,3-dimethyl-2,3-dihydrobenzofuran-6-carboxamide C(C=C)(=O)N1[C@@H](CCC1)COC=1C(=NC=NC1N)C=1C(=C(C=C(C1)F)NC(=O)C1=C(C2=C(C(CO2)(C)C)C=C1)F)C